tert-butyl N-[1-[1-(benzenesulfonyl)pyrrolo[2,3-b]pyridin-6-yl]-1-methyl-ethyl]carbamate C1(=CC=CC=C1)S(=O)(=O)N1C=CC=2C1=NC(=CC2)C(C)(C)NC(OC(C)(C)C)=O